C(C)C(CC(=O)NC(C(=O)O)CCN(CCCCC1=NC=2NCCCC2C=C1)CC(CF)OC)CC 2-(3-ethylpentanoylamino)-4-[[3-fluoro-2-methoxy-propyl]-[4-(5,6,7,8-tetrahydro-1,8-naphthyridin-2-yl)butyl]amino]butanoic acid